2-amino-N-[(6-cyclobutyl-2-pyridyl)methyl]-8-methoxy-quinazoline-4-carboxamide NC1=NC2=C(C=CC=C2C(=N1)C(=O)NCC1=NC(=CC=C1)C1CCC1)OC